COC(=O)N1C(CCC2=CC=CC=C12)C methyl-2-methyl-1,2,3,4-tetrahydroquinoline-1-carboxylate